5-(3-isopropyl-5-(1-(4-(trifluoromethoxy)benzyl)piperidin-4-yl)-1H-indol-2-yl)-1,3-dimethylpyridin-2(1H)-one C(C)(C)C1=C(NC2=CC=C(C=C12)C1CCN(CC1)CC1=CC=C(C=C1)OC(F)(F)F)C=1C=C(C(N(C1)C)=O)C